FC1=C(C=CC(=C1)F)N1C=C(C=C1)[C-]1C=CC=C1.[C-]1(C=CC=C1)C1=CN(C=C1)C1=C(C=C(C=C1)F)F.[Ti+2] bis[1-(2,4-difluorophenyl)-3-pyrrolyl]titanocene